1-[(4-{7-[(7-fluoro-2-methyl-1H-1,3-benzodiazol-6-yl)oxy]-8-(1H-imidazol-1-yl)quinoxalin-2-yl}-1H-pyrazol-1-yl)methyl]cyclopropan-1-ol FC1=C(C=CC2=C1NC(=N2)C)OC2=CC=C1N=CC(=NC1=C2N2C=NC=C2)C=2C=NN(C2)CC2(CC2)O